N-((3S,4R)-4-(2,4-difluorophenyl)-1-methylpyrrolidin-3-yl)-3-(2-methylpyridin-4-yl)-1H-pyrazolo[3,4-b]pyridine-5-amide FC1=C(C=CC(=C1)F)[C@H]1[C@@H](CN(C1)C)NC(=O)C=1C=C2C(=NC1)NN=C2C2=CC(=NC=C2)C